ClC1=CN2C(=NC(=C(C2=O)C2=CC=C(C=C2)OCC(F)(F)F)C(F)(F)F)S1 2-chloro-6-[4-(2,2,2-trifluoroethoxy)phenyl]-7-(trifluoromethyl)-5H-[1,3]thiazolo[3,2-a]pyrimidin-5-one